C(C)O[Si](OCC)OCC (triethoxy)silicon